N-(cis-1-acetyl-2-(((cis-3-phenylcyclobutyl)oxy)methyl)-piperidin-3-yl)methanesulfonamide C(C)(=O)N1[C@H]([C@H](CCC1)NS(=O)(=O)C)CO[C@@H]1C[C@@H](C1)C1=CC=CC=C1